C(C)(C)(C)NCO[Si](OC)(OC)CCC tertiary butylamino-propyltrimethoxysilane